C(C)(C)(C)OC(=O)N1C[C@@H](N(CC1)CC1=CC=NC=C1)CC(=O)OCC (S)-3-(2-ethoxy-2-oxoethyl)-4-(pyridin-4-ylmethyl)piperazine-1-carboxylic acid tert-butyl ester